potassium 2,5-dichlorobenzene sulphate S(=O)(=O)([O-])[O-].ClC1=CC=C(C=C1)Cl.[K+].[K+]